ClC=1C=CC(=C(C1)C1=NC=C(C(=C1)NC=1C(=NN(C1)COCC[Si](C)(C)C)C1=NC2=C(N1)C=CC(=C2)CN2CCOCC2)OC)F 2-(5-Chloro-2-fluorophenyl)-5-methoxy-N-(3-(5-(morpholinomethyl)-1H-benzo[d]imidazol-2-yl)-1-((2-(trimethylsilyl)ethoxy)methyl)-1H-pyrazol-4-yl)pyridin-4-amine